[O-2].[Fe+2].[Mn+2].[Ni+2].[Na+] sodium nickel manganese iron oxide